OC1=C2C(N3CC[C@H](O[C@H]3CN2C=CC1=O)C(C)C)=O (2S,9aS)-5-Hydroxy-2-isopropyl-6,10-dioxo-3,4,6,9,9a,10-hexahydro-2H-1-oxa-4a,8a-diaza-anthracen